5-(pyridin-4-yl)-1H-pyrrole N1=CC=C(C=C1)C1=CC=CN1